ClC=1C=CC(=C2C(=CNC12)C=O)C 7-CHLORO-4-METHYL-1H-INDOLE-3-CARBALDEHYDE